C(C)(=O)NC1=C(CN=NCC2=CC=CC=C2)C=CC=C1 ortho-acetamido-azotoluene